CC(C)(C=C(C)C)C 2,2,4-trimethylpentene